1,4-dibromo-2-butyne BrCC#CCBr